(S)-N-(4-((3-(2-hydroxypropoxy)-5-(methylsulfonyl)phenyl)amino)-5-(1-methyl-1H-pyrazol-3-yl)pyridin-2-yl)acetamide O[C@H](COC=1C=C(C=C(C1)S(=O)(=O)C)NC1=CC(=NC=C1C1=NN(C=C1)C)NC(C)=O)C